FC1=C(C(=C(C(=C1B(OS(=O)(=O)C(F)(F)F)C1=C(C(=C(C(=C1F)F)F)F)F)F)F)F)F bis(pentafluorophenyl)((trifluoromethylsulfonyl)oxy)borane